COC=1C=C2C(N(C=3C4=C(C=CC3C2=CC1OC)C=C1C(=C4)OCO1)CCN(P1(OCCO1)=O)C)=O 2,3-Dimethoxy-12-(2-(methyl-(2-oxo-1,3,2-dioxaphospholan-2-yl)amino)ethyl)-[1,3]dioxolo[4',5':4,5]benzo[1,2-c]phenanthridin-13(12H)-one